tetrahydroβ-carboline C1NCCC=2C3=CC=CC=C3NC12